N-(4-(4-amino-6-ethynyl-5-(quinolin-3-yl)-7H-pyrrolo[2,3-d]pyrimidin-7-yl)bicyclo[2.2.1]heptane-1-yl)-5-methylpyrazine-2-carboxamide NC=1C2=C(N=CN1)N(C(=C2C=2C=NC1=CC=CC=C1C2)C#C)C21CCC(CC2)(C1)NC(=O)C1=NC=C(N=C1)C